COC1=C(C=CC=C1OC)C1=C(NC2=C(C=CC=C12)C)C(=O)O 3-(2,3-Dimethoxyphenyl)-7-methyl-1H-indole-2-carboxylic acid